2-[(4R)-7-chloro-10-[3-(4-chloro-3,5-dimethyl-phenoxy)propyl]-4-methyl-1-oxo-6-(1,3,5-trimethylpyrazol-4-yl)-3,4-dihydropyrazino[1,2-a]indol-2-yl]-1-methyl-indole-6-carboxylic Acid ClC=1C=CC=2C(=C3N(C2C1C=1C(=NN(C1C)C)C)[C@@H](CN(C3=O)C=3N(C1=CC(=CC=C1C3)C(=O)O)C)C)CCCOC3=CC(=C(C(=C3)C)Cl)C